FC(C(=O)OCC)(C(C1=CC=CC=C1)O)F ethyl 2,2-difluoro-3-hydroxy-3-phenyl-propanoate